C(#N)C1=CC(=C(COC2=CC(=CC(=N2)N2CCN(CC2)[C@@H](C)C2=NC3=C(N2C[C@H]2OCC2)C=C(C=C3)C(=O)[O-])OC)C=C1)F 2-((S)-1-(4-(6-((4-cyano-2-fluorobenzyl)oxy)-4-methoxypyridin-2-yl)piperazine-1-yl)ethyl)-1-(((S)-oxetan-2-yl)methyl)-1H-benzo[d]imidazole-6-carboxylate